tert-Butyl (3R,6S)-6-hydroxy-3-isopropyl-1,4-diazepane-1-carboxylate O[C@H]1CN[C@@H](CN(C1)C(=O)OC(C)(C)C)C(C)C